F[C@H]1[C@@H]2CC[C@H](C[C@H]1N(C=1N=CC(=NC1)C1=C(C=C(C=C1)C1=NN(C=N1)C)O)C)N2 2-(5-{[(1S,2S,3R,5R)-2-fluoro-8-azabicyclo[3.2.1]octan-3-yl](methyl)amino}pyrazin-2-yl)-5-(1-methyl-1H-1,2,4-triazol-3-yl)phenol